C1C(CC12CCNCC2)CNC=2C=CC=1N(N2)C(=CN1)C1=CC(=CC=C1)C(F)(F)F N-(7-Azaspiro[3.5]nonan-2-ylmethyl)-3-[3-(trifluoromethyl)phenyl]imidazo[1,2-b]pyridazine-6-amine